BrN1C(CC2=CC=CC=C12)=C1C(NC2=CC=CC=C12)=O Bromo-[2,3'-biindolinylidene]-2'-one